tert-butyl 4-(2-((1-(hydroxymethyl)cyclopropyl)sulfonyl)propan-2-yl)-2,2-dimethyloxazolidine-3-carboxylate OCC1(CC1)S(=O)(=O)C(C)(C)C1N(C(OC1)(C)C)C(=O)OC(C)(C)C